C(C1=CC=CC=C1)(=O)NC1(CC2=CC=CC=C2CC1)C(=O)NC1=CC=C(C=C1)S(NC(C)(C)C)(=O)=O 2-benzamido-N-(4-(N-tert-butylsulfamoyl)phenyl)-1,2,3,4-tetrahydronaphthalene-2-carboxamide